N-((S)-1-(4,4-difluorocyclohexyl)-2-oxo-2-((4-((R)-1-((S)-2-oxo-4-(trifluoromethyl)imidazolidin-1-yl)butyl)pyridin-2-yl)amino)ethyl)-4-ethylisoxazole-3-carboxamide FC1(CCC(CC1)[C@@H](C(NC1=NC=CC(=C1)[C@@H](CCC)N1C(N[C@@H](C1)C(F)(F)F)=O)=O)NC(=O)C1=NOC=C1CC)F